COC(=O)C1=NN(C=N1)CC1=C(C=CC=C1)C(F)(F)F 1-[[2-(trifluoromethyl)phenyl]methyl]-1,2,4-triazole-3-carboxylic acid methyl ester